ClC1=C(OCC(=O)O)C=CC(=C1)Cl anti-(2,4-dichlorophenoxyacetic acid)